CC(C)(C#C)CS(=O)(=O)N (2-methylbutan-3-yn-2-yl)methanesulfonamide